FC1=C(C=CC(=C1)OC(=O)OC1=CC=C(C=C1)[N+](=O)[O-])CC(=O)OC(C)(C)C tert-butyl 2-(2-fluoro-4-((4-nitrophenoxy)carbonyloxy)phenyl)acetate